N-[(1S)-1-[[(3-amino-3-oxo-propyl)-[(2R)-2-chloro-2-fluoro-acetyl]amino]carbamoyl]-3-methyl-butyl]-1H-pyrrolo[2,3-c]pyridine-2-carboxamide NC(CCN(C([C@H](F)Cl)=O)NC(=O)[C@H](CC(C)C)NC(=O)C1=CC=2C(=CN=CC2)N1)=O